ClC=1C(=C(C(=CC1N1CC(CC1)(C(F)(F)F)CN(C)CC)F)S(=O)(=O)N(C1=NC(=CC=C1)F)CC1=C(C=C(C=C1)OC)OC)F 3-chloro-N-(2,4-dimethoxybenzyl)-4-(3-((ethyl(methyl)amino)methyl)-3-(trifluoromethyl)pyrrolidin-1-yl)-2,6-difluoro-N-(6-fluoropyridin-2-yl)benzenesulfonamide